NCCCC(C(=O)O)(C)C 5-amino-2,2-dimethyl-pentanoic acid